Cl.N[C@H]1[C@@H](C(N[C@@H]1C1=CC=CC=C1)=O)CC1CC1 |r| rac-(3s,4s,5r)-4-amino-3-(cyclopropylmethyl)-5-phenylpyrrolidin-2-one hydrochloride